N[C@H]1CNCC[C@H]1C1=C(C=C(C(=C1)Cl)Cl)O |o1:1,6| (3R,4S)-rel-2-(3-aminopiperidin-4-yl)-4,5-dichlorophenol